C(C1=CC=CC=C1)OC(=O)N1CCNC([C@@H](C1)NC1=NC=2C(=CC=CC2C=2N1N=C(N2)C2=CC=C(C=C2)OC)S(=O)(=O)CC)=O (6R)-6-{[7-(ethylsulfonyl)-2-(4-methoxyphenyl)[1,2,4]triazolo[1,5-c]quinazolin-5-yl]amino}-5-oxo-1,4-diazepan-1-carboxylic acid benzyl ester